N-(4-{2,7-diazaspiro[4.4]nonane-2-sulfonyl}-2-fluorophenyl)-8-isopropoxy-7-(1H-pyrazol-4-yl)-[1,2,4]triazolo[1,5-c]pyrimidin-2-amine C1N(CCC12CNCC2)S(=O)(=O)C2=CC(=C(C=C2)NC2=NN1C=NC(=C(C1=N2)OC(C)C)C=2C=NNC2)F